diethoxyphosphoryl-N-methyl-ethylamine C(C)OP(=O)(OCC)N(C)CC